N=1N(N=CC1)C1=NC=CC(=C1)C1=CC=C(C=C1)SC1CCC(CC1)NC1=NC=C(C=C1)C(F)(F)F N-(4-((4-(2-(2H-1,2,3-triazol-2-yl)pyridin-4-yl)phenyl)thio)cyclohexyl)-5-(trifluoromethyl)pyridin-2-amine